COC=1C(=CC=2C(=C3C(=NC2C1)CCC3)NCC3(CN(C3)C3=C(C=CC=C3)F)O)OC 3-[({6,7-dimethoxy-1H,2H,3H-cyclopenta[b]quinolin-9-yl}amino)methyl]-1-(2-fluorophenyl)azetidin-3-ol